C1(CC1)NC(=O)NC=1C(=NN2C1N=C(C=C2)N2[C@H](CCC2)C2=C(C=CC(=C2)F)F)F (R)-1-cyclopropyl-3-(5-(2-(2,5-difluorophenyl)pyrrolidin-1-yl)-2-fluoropyrazolo[1,5-a]pyrimidin-3-yl)urea